C=N Methylylamin